ClC1=C(C(=CC=C1)Cl)N1C=2N(C3=C(C1=O)C=NC(=N3)NC3=CC(=C(C(=C3)Cl)N3CCC(CC3)N(C)C)Cl)CCN2 6-(2,6-Dichlorophenyl)-2-((3,5-dichloro-4-(4-(dimethylamino)piperidin-1-yl)phenyl)amino)-8,9-dihydroimidazo[1,2-a]pyrimido[5,4-e]pyrimidin-5(6H)-one